5-fluoro-4-iodoisoindoline HCl salt Cl.FC=1C(=C2CNCC2=CC1)I